BrC1=CC(=C(C=C1Cl)CC(=O)NC1=CC(=NC=C1)C(=O)NC(C)(C)C)O 4-[[2-(4-bromo-5-chloro-2-hydroxy-phenyl)acetyl]amino]-N-tert-butyl-pyridine-2-carboxamide